C(C)/C(/C=C/[C@@H]1OC(C=CC1)=O)=C/[C@@H](C\C=C\C=C\[C@H]([C@H]1O[C@H]([C@H]([C@@H](C1)O)C)\C=C\C)O)C (2R)-2-[(1E,3Z,5R,7E,9E,11R)-3-ethyl-11-hydroxy-11-[(2S,4R,5S,6S)-4-hydroxy-5-methyl-6-[(E)-prop-1-enyl]oxan-2-yl]-5-methylundeca-1,3,7,9-tetraenyl]-2,3-dihydropyran-6-one